METHYLMETHYLTHIOPROPIONAT CC(C(=S)[O-])(C)C